2-(1-(6-methoxy-5-(trifluoromethyl)pyridin-3-yl)propoxy)isoindoline-1,3-dione COC1=C(C=C(C=N1)C(CC)ON1C(C2=CC=CC=C2C1=O)=O)C(F)(F)F